C(OCCCBr)(OCCCBr)=O bis(3-bromopropyl) carbonate